FC(C=1C=CC(=NC1)C1=NN=C(O1)C=O)(F)F (5-(5-(trifluoromethyl)pyridin-2-yl)-1,3,4-oxadiazol-2-yl)methanone